CC1(C(C(=C[C@]2(CCN(C2)C(=O)C=2N=NC=C(C2)C(F)(F)F)C1)C#N)=O)C (5R)-9,9-dimethyl-8-oxo-2-[5-(trifluoromethyl)pyridazine-3-carbonyl]-2-azaspiro[4.5]dec-6-ene-7-carbonitrile